CC1=CC(=NC=C1NC=1N=CC2=C(N1)N(C(C(=C2)C)=O)C2CCOCC2)C(=O)N 4-methyl-5-((6-methyl-7-oxo-8-(tetrahydro-2H-pyran-4-yl)-7,8-dihydropyrido[2,3-d]pyrimidin-2-yl)amino)picolinamide